CC([C@@H](C(=O)N1CCC2(CC1)C(CN(C(C2)=O)C)C2=CC=CC=C2)NC(C2=C(C=CC(=C2)C(F)(F)F)F)=O)(C)C N-((2S)-3,3-dimethyl-1-(9-methyl-10-oxo-7-phenyl-3,9-diazaspiro[5.5]undecan-3-yl)-1-oxobutan-2-yl)-2-fluoro-5-(trifluoromethyl)benzamide